Trimethyl[2-(2-methyl-1H-indol-3-yl)ethyl]azanium iodide [I-].C[N+](CCC1=C(NC2=CC=CC=C12)C)(C)C